FC(C(=O)O)(F)F.N1CCC(CC1)N1N=CC2=C(C=CC=C12)N1C(NC(CC1)=O)=O 1-(1-(piperidin-4-yl)-1H-indazol-4-yl)dihydropyrimidine-2,4(1H,3H)-dione trifluoroacetic acid salt